C(#N)C1=CC=C(C(=O)N2CC3=CC(=CC(=C3CC2)[C@H]2N(CCC2)C(=O)OC(C)(C)C)C=2C=C3C(=NC2)NC=C3C)C=C1 tert-butyl (S)-2-(2-(4-cyanobenzoyl)-7-(3-methyl-1H-pyrrolo[2,3-b]pyridin-5-yl)-1,2,3,4-tetrahydroisoquinolin-5-yl)pyrrolidine-1-carboxylate